(1,1-dimethylsilocan-4-yl)-4,6-bis(trifluoromethyl)-1H-indole-2-carboxamide C[Si]1(CCC(CCCC1)N1C(=CC2=C(C=C(C=C12)C(F)(F)F)C(F)(F)F)C(=O)N)C